BrC=1C=C(C(=C(C1)C(C)=O)O)Cl 1-(5-bromo-3-chloro-2-hydroxy-phenyl)ethanone